(R)-(3-aminopiperidin-1-yl)(2-(6-(cyclopropylmethyl)-2-(trifluoromethyl)-6H-furo[2,3-b]pyrrol-5-yl)-7-methoxy-1-methyl-1H-benzo[d]imidazol-5-yl)methanone hydrochloride Cl.N[C@H]1CN(CCC1)C(=O)C1=CC2=C(N(C(=N2)C2=CC3=C(N2CC2CC2)OC(=C3)C(F)(F)F)C)C(=C1)OC